C1(=CC=CC=C1)C(C1=CC=CC=C1)=NC1=NN(C2=CC=C(C(=C12)OC)C1(CC1)C#N)C 1-(3-((Diphenylmethylene)amino)-4-methoxy-1-methyl-1H-indazol-5-yl)cyclopropane-1-carbonitrile